CCCCCCCCCCCCCCCCCCCCCCCCCCCCCCCCCCCCCCCCCCCCCCCCCCCCCCCC n-Hexapentacontane